Methyl (S)-3-(4-(4,4,5,5-tetramethyl-1,3,2-dioxaborolan-2-yl)naphthalen-1-yl)-2-(tritylamino)propanoate CC1(OB(OC1(C)C)C1=CC=C(C2=CC=CC=C12)C[C@@H](C(=O)OC)NC(C1=CC=CC=C1)(C1=CC=CC=C1)C1=CC=CC=C1)C